dipentyl-oxygen fluorenesulfonate C1(=CC=CC=2C3=CC=CC=C3CC12)S(=O)(=O)O.C(CCCC)OCCCCC